CC(C)(OOC1(CC(CC(C1)C)(C)C)OOC(C)(C)C)C 1,1-bis(1,1-dimethylethylperoxy)-3,3,5-trimethylcyclohexane